(R)-N-(2-((2-amino-7-(1-(1-methylpiperidin-4-yl)-2-oxo-1,2-dihydropyridin-4-yl)pyrido[3,2-d]pyrimidin-4-yl)amino)-2-methylhexyl)-1-methyl-1H-pyrazole-4-carboxamide NC=1N=C(C2=C(N1)C=C(C=N2)C2=CC(N(C=C2)C2CCN(CC2)C)=O)N[C@@](CNC(=O)C=2C=NN(C2)C)(CCCC)C